(1-(4-benzyl-1,3-oxazol-2-yl))piperazine C(C1=CC=CC=C1)C=1N=C(OC1)N1CCNCC1